(5-((2,3-dichlorophenyl)thio)-6-methylpyrazin-2-yl)-7-azaspiro[3.5]nonan-2-amine ClC1=C(C=CC=C1Cl)SC=1N=CC(=NC1C)C1C(CC12CCNCC2)N